N1CC(=CCC1)C1=NOC2=C1C=CC=C2 3-(1,2,5,6-tetrahydropyridin-3-yl)-1,2-benzoxazole